C(C)(=O)N1C[C@@H]2OCCN([C@H]2C1)C(=O)OC(C)(C)C tert-butyl (4aS,7aS)-6-acetyl-2,3,4a,5,7,7a-hexahydropyrrolo[3,4-b][1,4]oxazine-4-carboxylate